FC1=CC=C(C=C1)C=1C(C(=CN(C1C)CCO)C(=O)NC1=CC=C(C=C1)OC1=CC=NC2=CC(=CN=C12)OC)=O 5-(4-fluorophenyl)-1-(2-hydroxyethyl)-N-[4-[(7-methoxy-1,5-naphthyridin-4-yl)oxy]phenyl]-6-methyl-4-oxopyridine-3-carboxamide